1-(7-bromo-3,4-dihydro-1H-isoquinolin-2-yl)-3-methylsulfonyl-propan-1-one BrC1=CC=C2CCN(CC2=C1)C(CCS(=O)(=O)C)=O